(S)-2-(((benzyloxy)carbonyl)amino)-4-((2-(methylsulfonyl)ethyl)(4-(5,6,7,8-tetrahydro-1,8-naphthyridin-2-yl)butyl)amino)butanoic acid C(C1=CC=CC=C1)OC(=O)N[C@H](C(=O)O)CCN(CCCCC1=NC=2NCCCC2C=C1)CCS(=O)(=O)C